(R)-3-(6-ethynylpyrimidin-4-yl)-10-methyl-9,10,11,12-tetrahydro-8H-[1,4]diazepino[5',6':4,5]thieno[3,2-f]quinolin-8-one C(#C)C1=CC(=NC=N1)C1=NC=2C=CC3=C(C2C=C1)C1=C(S3)C(N[C@@H](CN1)C)=O